FC1(NC(C2=CC=C(C=C12)NC1=NC=C(C(=N1)N[C@H](CO)C1=CC=CC=C1)C1=NC(=NO1)C(C)(C)O)=O)F (S)-3,3-difluoro-5-((4-((2-hydroxy-1-phenylethyl)amino)-5-(3-(2-hydroxypropan-2-yl)-1,2,4-oxadiazol-5-yl)pyrimidin-2-yl)amino)isoindolin-1-one